BrC1=CC=C(C(=C1O)C1CC1)F 6-bromo-2-cyclopropyl-3-fluorophenol